C(C1=CC=CO1)SSSCC1=CC=CO1 difurfuryl trisulfide